C(C)(C)(C)OC(=O)NC/C(/COC=1C=NC(=NC1)N1CCC(CC1)(C(=O)OCC)C)=C\F ethyl 1-[5-[(E)-2-[(tert-butoxycarbonylamino) methyl]-3-fluoro-allyloxy] pyrimidin-2-yl]-4-methyl-piperidine-4-carboxylate